(S)-(6-o-tolyl-3-(3-(5-(trifluoromethyl)pyridin-2-ylamino)pyrrolidin-1-yl)pyridin-2-yl)methanol C1(=C(C=CC=C1)C1=CC=C(C(=N1)CO)N1C[C@H](CC1)NC1=NC=C(C=C1)C(F)(F)F)C